C(=O)(O)C1=CC=C(C=C1)CN(CC(=O)NO)CC=1C=C(C(=O)O)C=CC1 3-[[(4-carboxyphenyl)methyl-[2-(hydroxyamino)-2-oxo-ethyl]amino]methyl]benzoic acid